Methyl (R)-3-(4-bromophenoxy)-2-hydroxypropanoate BrC1=CC=C(OC[C@H](C(=O)OC)O)C=C1